C(C)(C)C1=C(C=CC=C1)N1C(SCC1=O)=NN=CC1=CC=C(C=C1)C1=NN(C(=N1)NC1=CC=C(C=C1)OC(F)(F)F)C 3-(2-isopropylphenyl)-2-[[4-[1-methyl-5-[4-(trifluoromethoxy)anilino]-1,2,4-triazol-3-yl]phenyl]methylenehydrazono]thiazolidin-4-one